COC(C1=CC(=C(C=C1)Br)CN(C=1C=NC=C(C1)CO[Si](C)(C)C(C)(C)C)C(=O)OC(C)(C)C)=O 4-bromo-3-((tert-butyloxycarbonyl-(5-((tert-butyl(dimethyl)silyl)oxymethyl)-3-pyridyl)amino)methyl)benzoic acid methyl ester